t-butyl (2-(3,5-dichloro-4-((5-cyclobutyl-6-oxo-1,6-dihydropyridin-3-yl)oxy)phenyl)-3,5-dioxo-2,3,4,5-tetrahydro-1,2,4-triazin-6-yl)carbamate ClC=1C=C(C=C(C1OC1=CNC(C(=C1)C1CCC1)=O)Cl)N1N=C(C(NC1=O)=O)NC(OC(C)(C)C)=O